FC1(CCC(CC1)[C@H](NC(=O)C=1C(=NOC1)C1(CC1)C)C=1N=C2N(N=C(C=C2)CC2C(NC[C@@H](C2)C(F)(F)F)=O)C1)F N-((1S)-(4,4-difluorocyclohexyl)(6-(((5R)-2-oxo-5-(trifluoromethyl)piperidin-3-yl)methyl)imidazo[1,2-b]pyridazin-2-yl)methyl)-3-(1-methylcyclopropyl)isoxazole-4-carboxamide